2-(((tert-butyldimethylsilyl)oxy)methyl)-2-methyl-N-trityl-2,3-dihydropyrazolo[5,1-b]oxazole-7-sulfonimidamide [Si](C)(C)(C(C)(C)C)OCC1(CN2C(O1)=C(C=N2)S(=O)(NC(C2=CC=CC=C2)(C2=CC=CC=C2)C2=CC=CC=C2)=N)C